NC1=C(N=CC2=C(C=CC=C12)C=1N=CNC1C)C(=O)NCCC 4-amino-8-(5-methyl-1H-imidazol-4-yl)-N-propylisoquinoline-3-carboxamide